[Cl-].C(C)(C)(C)OC([C@H](CC1=CC=CC=C1)NC(CC(=C)[N+](CCCCCCCCCC)(C)C)=O)=O (S)-N-(4-((1-(tert-butoxy)-1-oxo-3-phenylpropan-2-yl)amino)-4-oxobut-1-en-2-yl)-N,N-dimethyldecan-1-aminium chloride